6-chloro-2-(2-chloro-4-methoxyanilino)-3-phenylquinazolin-4(3H)-one ClC=1C=C2C(N(C(=NC2=CC1)NC1=C(C=C(C=C1)OC)Cl)C1=CC=CC=C1)=O